6-fluoro-N-methyl-d3-5-{[(2R,3S)-2-methylazetidin-3-yl]oxy}pyridine-2-carboxamide hydrochloride Cl.FC1=C(C=CC(=N1)C(=O)NC([2H])([2H])[2H])O[C@@H]1[C@H](NC1)C